C(C)(C)C1=C(NC2=CC=C(C=C12)C1CCNCC1)C1=CC(=NC=C1)N 4-(3-isopropyl-5-(piperidin-4-yl)-1H-indol-2-yl)pyridin-2-amine